4-Amino-1-(4-Hydroxyquinazolin-2-yl)-1,2-Dihydropyrimidin-2-on NC1=NC(N(C=C1)C1=NC2=CC=CC=C2C(=N1)O)=O